4-benzyl-8-[(4-bromophenyl)methyl]1,4,8,10-tetraazatricyclo[7.3.0.02,6]dodeca-2(6),9-diene-7-one C(C1=CC=CC=C1)N1CC=2N3CCN=C3N(C(C2C1)=O)CC1=CC=C(C=C1)Br